4-(2-chlorotetrafluoroethyltetrafluoro-λ6-sulfanyl)fluorobenzene ClC(C(F)(F)S(C1=CC=C(C=C1)F)(F)(F)(F)F)(F)F